tert-Butyl 3-(6-tert-butyl-3-pyridyl)azetidine-1-carboxylate C(C)(C)(C)C1=CC=C(C=N1)C1CN(C1)C(=O)OC(C)(C)C